N-(3-(4-methylpiperazin-1-yl)benzyl)thiazol-2-amine CN1CCN(CC1)C=1C=C(CNC=2SC=CN2)C=CC1